9-phenanthraldehyde C1=CC=CC=2C3=CC=CC=C3C(=CC12)C=O